1-(4,6-difluoro-1H-indol-3-yl)-2-(dimethylamino)ethan-1-one FC1=C2C(=CNC2=CC(=C1)F)C(CN(C)C)=O